[Cl-].C(C=C)(=O)NCCC[N+](C)(C)C (3-acrylamidopropyl)-trimethyl-ammonium chloride